NC1=NC=NN2C1=C(C=C2C=2C=C(C(=NC2)OC)C(=O)NC2CN(CC2F)CC2=CC=C(C=C2)C)C(F)(F)F 5-[4-amino-5-(trifluoromethyl)pyrrolo[2,1-f][1,2,4]triazin-7-yl]-N-{4-fluoro-1-[(4-methylphenyl)methyl]pyrrolidin-3-yl}-2-methoxypyridine-3-carboxamide